(R)-4-((6-(2-hydroxy-6-methyl-4-(trifluoromethyl)phenyl)-3-methyl-2H-pyrazolo[3,4-b]pyridin-2-yl)methyl)-1-methylpyrrolidin-2-one OC1=C(C(=CC(=C1)C(F)(F)F)C)C=1C=CC=2C(N1)=NN(C2C)C[C@@H]2CC(N(C2)C)=O